C(#N)C1=CC=C2C=3C(C4=C(C(C3NC2=C1)(C)C)C=C(C(=C4)CC)N4CCC(CC4)NC(CNC4=C1C(N(C(C1=CC=C4)=O)C4C(NC(CC4)=O)=O)=O)=O)=O N-(1-(3-cyano-9-ethyl-6,6-dimethyl-11-oxo-6,11-dihydro-5H-benzo[b]carbazol-8-yl)piperidin-4-yl)-2-((2-(2,6-dioxopiperidin-3-yl)-1,3-dioxoisoindolin-4-yl)amino)acetamide